tert-butyl N-[(Z)-4-[4-bromo-6-(dimethylcarbamoyl)-2-methyl-benzimidazol-1-yl]-3-fluoro-but-2-enyl]carbamate BrC1=CC(=CC=2N(C(=NC21)C)C/C(=C/CNC(OC(C)(C)C)=O)/F)C(N(C)C)=O